ClC(C)C1=CC(=CN2C1=NC(=C(C2=O)C#N)N2CCCCC2)C 9-(1-chloroethyl)-7-methyl-4-oxo-2-(piperidin-1-yl)-4H-pyrido[1,2-a]pyrimidine-3-carbonitrile